COC1=CC=C(C=N1)OC1CCN(CC1)C1=C(C=C(N=N1)C(=O)N[C@@H]1CC2=CC=CC=C2CC1)C (S)-6-{4-[(6-methoxypyridin-3-yl)oxy]piperidin-1-yl}-5-methyl-N-(1,2,3,4-tetrahydronaphthalen-2-yl)pyridazine-3-carboxamide